C(C)N1C=C(C(C2=CC(=C(C=C12)NCCN)F)=O)C(=O)O 1-ethyl-6-fluoro-7-[(2-aminoethyl)amino]-4-oxo-1,4-dihydroquinoline-3-carboxylic acid